2-chloro-6-(hydroxymethyl)benzene-1,4-diol ClC1=C(C(=CC(=C1)O)CO)O